Cl.CC1(CCNCC1)OC1=C2C=NNC2=CC(=C1)C1=CC=C(C=C1)O 4-(4-((4-methylpiperidin-4-yl)oxy)-1H-indazol-6-yl)phenol HCl salt